C(C)(C)C=1C=CC(=C(C1)C1=CN=C2C(=N1)N(C=N2)[C@@H](C)C(C)C)OC (S)-6-(5-isopropyl-2-methoxyphenyl)-1-(3-methylbutan-2-yl)-1H-imidazo[4,5-b]pyrazin